4-((3-(2,3-dihydrobenzo[b][1,4]dioxin-6-yl)-2-methylbenzyl)oxy)-2-hydroxybenzaldehyde O1C2=C(OCC1)C=C(C=C2)C=2C(=C(COC1=CC(=C(C=O)C=C1)O)C=CC2)C